OCCC1=CC=C(C=C1)CC1=C(C=C(C=C1OC)C=1C2=C(C(N(C1)C)=O)N(N=C2)CC2=CC=C(C=C2)OC)OC 4-[4-[[4-(2-hydroxyethyl)phenyl]methyl]-3,5-dimethoxy-phenyl]-1-[(4-methoxyphenyl)methyl]-6-methyl-pyrazolo[3,4-c]pyridin-7-one